ClC=1C=C(C=CC1F)C(CO)(C)NC1=NC2=C(N1)C=CC=C2CNC=2OC=CN2 2-(3-chloro-4-fluorophenyl)-2-[(4-{[(1,3-oxazol-2-yl)amino]methyl}-1H-1,3-benzodiazol-2-yl)amino]propan-1-ol